C(C)(=O)C(C(=O)O)CC(=O)O acetyl-succinic acid